6-fluoro-2,7-dimethylbenzo[d]isothiazole FC1=C(C2=C(CN(S2)C)C=C1)C